(1R,3S,5R)-2-(2-(3-acetyl-5-(pyrazolo[1,5-a]pyrimidin-6-yl)-1H-indazol-1-yl)acetyl)-N-(6-bromopyridin-2-yl)-2-azabicyclo[3.1.0]hexane-3-carboxamide C(C)(=O)C1=NN(C2=CC=C(C=C12)C=1C=NC=2N(C1)N=CC2)CC(=O)N2[C@@H]1C[C@@H]1C[C@H]2C(=O)NC2=NC(=CC=C2)Br